(2E)-N-[4-[(3R)-3-[[5-chloro-4-(1H-indol-3-yl)pyrimidin-2-yl]amino]piperidine-1-carbonyl]phenyl]-4-(methylamino)but-2-enamide ClC=1C(=NC(=NC1)N[C@H]1CN(CCC1)C(=O)C1=CC=C(C=C1)NC(\C=C\CNC)=O)C1=CNC2=CC=CC=C12